OCC=1C=C(C(=O)O)C=C(N1)CO 2,6-Bis(hydroxymethyl)isonicotinic acid